5-cyclopentyl-1-(2-{[4-(4-methylpiperazin-1-yl)phenyl]amino}-5-[2-(triisopropylsilyl)ethynyl]pyrido[2,3-d]pyrimidin-7-yl)imidazolidin-2-one C1(CCCC1)C1CNC(N1C=1C=C(C2=C(N=C(N=C2)NC2=CC=C(C=C2)N2CCN(CC2)C)N1)C#C[Si](C(C)C)(C(C)C)C(C)C)=O